(S)-2'-fluoro-N-(6-(2-hydroxypropan-2-yl)-5-(trifluoromethyl)pyridin-3-yl)-6',7'-dihydrospiro[cyclobutane-1,8'-cyclopenta[e]pyrazolo[1,5-a]pyrimidine]-6'-carboxamide FC1=NN2C(N=CC3=C2C2(C[C@@H]3C(=O)NC=3C=NC(=C(C3)C(F)(F)F)C(C)(C)O)CCC2)=C1